CN(C=1C(=CC=C2CN(C(C12)=O)C1C(NC(CC1)=O)=O)OC)C 3-(7-(dimethylamino)-6-methoxy-1-oxoisoindolin-2-yl)piperidine-2,6-dione